2-(3,4-difluoro-2-methoxy-phenoxy)-5-(trifluoromethyl)pyridine-3-carboxamide FC=1C(=C(OC2=NC=C(C=C2C(=O)N)C(F)(F)F)C=CC1F)OC